1-(2-(tris(trifluoromethoxy)phenyl)ethyl)-7,8-dihydro-1,6-naphthyridin-5(6H)-one FC(OC1=C(C(=C(C=C1)CCN1CC=CC=2C(NCCC12)=O)OC(F)(F)F)OC(F)(F)F)(F)F